(S)-2-((4-iodopyridin-2-yl)amino)butan-1-ol IC1=CC(=NC=C1)N[C@H](CO)CC